FC1=CC=C(C=C1)[C@@H](C)NC=1N=NC(=CN1)C=1C=CC2=C(NC(O2)=O)C1 (R)-5-(3-((1-(4-fluorophenyl)ethyl)amino)-1,2,4-triazin-6-yl)benzo[d]oxazol-2(3H)-one